Br.BrC=1N=NC=CC1 3-bromo-pyridazine hydrobromide